S1C=CC=C1C(=O)Cl 5-thiophenecarbonyl chloride